CP(=O)(C)C=1C=CC(=NC1)CC1CC2(CN(C2)C(=O)N2CC3(C2)CC(C3)N3N=C(N=C3)C(F)(F)F)C1 [6-[(5-dimethylphosphoryl-2-pyridinyl)methyl]-2-azaspiro[3.3]heptan-2-yl]-[6-[3-(trifluoromethyl)-1,2,4-triazol-1-yl]-2-azaspiro[3.3]heptan-2-yl]methanone